CC=1C=C(C=CC1C)S(=O)(=O)C=CC#N 3-[(3,4-dimethylphenyl)sulphonyl]2-propenenitrile